4-amino-7-bromo-1-(4-(dimethylcarbamoyl)phenyl)-2-oxo-1,2-dihydroquinoline-3-carboxylic acid methyl ester COC(=O)C=1C(N(C2=CC(=CC=C2C1N)Br)C1=CC=C(C=C1)C(N(C)C)=O)=O